5-(1-methylcyclopropoxy)-3-[2-[4-(piperazin-1-ylmethyl)-1-piperidinyl]-4-pyridinyl]-1H-indazole CC1(CC1)OC=1C=C2C(=NNC2=CC1)C1=CC(=NC=C1)N1CCC(CC1)CN1CCNCC1